4-(N-(1-Hydroxybutan-2-yl)sulfamoyl)-N-(6-((R)-2-methylmorpholino)pyridin-2-yl)-2-(6-azaspiro[2.5]octan-6-yl)benzamide OCC(CC)NS(=O)(=O)C1=CC(=C(C(=O)NC2=NC(=CC=C2)N2C[C@H](OCC2)C)C=C1)N1CCC2(CC2)CC1